3-(3-((tert-butyldimethylsilyl)oxy)azetidin-1-yl)-7-((trimethylsilyl)ethynyl)benzo[4,5]imidazo[1,2-a]pyridine [Si](C)(C)(C(C)(C)C)OC1CN(C1)C1=CC=2N(C=C1)C1=C(N2)C=C(C=C1)C#C[Si](C)(C)C